(S,E)-(2-(Hydroxymethyl)-4-(methoxyimino)pyrrolidin-1-yl)(2-methoxy-2',3'-dimethyl-[1,1'-biphenyl]-4-yl)methanone OC[C@H]1N(C/C(/C1)=N/OC)C(=O)C1=CC(=C(C=C1)C1=C(C(=CC=C1)C)C)OC